FC=1C=C(C=CC1)C=1C(NC2=CC=C(C=C2C1)C1=CC=C(C=C1)N1CCN(CC1)C(C)C)=O 3-(3-fluorophenyl)-6-{4-[4-(propan-2-yl)piperazin-1-yl]phenyl}-1,2-dihydroquinolin-2-one